COC=1C=C2C=CC(=CC2=CC1)[C@H](O)C1=NC=CC=C1 (S)-(6-methoxynaphthalen-2-yl)(pyridin-2-yl)methanol